ClC1=CC2=C(N(C(C3=C(N2CCCN(C(=O)OC(C)(C)C)C(=O)OC(C)(C)C)C=CC=C3)=O)CCOC3OCCCC3)C=C1 di-tert-Butyl {3-[7-chloro-10-[2-(tetrahydro-2H-pyran-2-yloxy)ethyl]-11-oxo-10,11-dihydro-5H-dibenzo[b,e][1,4]diazepin-5-yl]propyl}imidodicarbonate